CC1=NC2=C(C=C1)C=CC3=C2N=CC=C3 methyl-1,10-phenanthroline